ClC=1C=C(C=CC1)N1C=C(C2=C1N=CN=C2N2[C@H](CN(CC2)C(=O)OC(C)(C)C)C)I tert-Butyl (S)-4-(7-(3-chlorophenyl)-5-iodo-7H-pyrrolo[2,3-d]pyrimidin-4-yl)-3-methylpiperazine-1-carboxylate